sodium phosphoformate P(=O)(=O)C(=O)[O-].[Na+]